2,2-Bis(tert-butylperoxy)butan C(C)(C)(C)OOC(C)(CC)OOC(C)(C)C